NC1=NN=C(S1)C=1N=CSC1NC(C)=O N-[4-(5-amino-1,3,4-thiadiazol-2-yl)-1,3-thiazol-5-yl]acetamide